1-bromo-3,5-decadiene BrCCC=CC=CCCCC